5-ethynyl-6-fluoronaphthalen-2-ol formate salt C(=O)O.C(#C)C1=C2C=CC(=CC2=CC=C1F)O